4-[3-[2,6-dichloro-4-(7-oxa-2-azaspiro[3.5]nonan-2-yl)benzoyl]-2,4-dihydro-1,3-benzoxazin-8-yl]-5-fluoro-2-(3-oxa-8-azabicyclo[3.2.1]octan-8-yl)benzoic acid ClC1=C(C(=O)N2COC3=C(C2)C=CC=C3C3=CC(=C(C(=O)O)C=C3F)N3C2COCC3CC2)C(=CC(=C1)N1CC2(C1)CCOCC2)Cl